2,6-diphenyl-3-chloropyridine C1(=CC=CC=C1)C1=NC(=CC=C1Cl)C1=CC=CC=C1